CN1N=NC(=C1C=1C=C2C(=NC1)C1=C(N2C(C2CCOCC2)C2=NC=CC=C2C)C(=NN1C)C(=O)OC)C Methyl 6-(1,4-dimethyl-1H-1,2,3-triazol-5-yl)-1-methyl-4-((3-methylpyridin-2-yl)(tetrahydro-2H-pyran-4-yl)methyl)-1,4-dihydropyrazolo[3',4':4,5]pyrrolo[3,2-b]pyridine-3-carboxylate